5-{4-[3-(4-{3-[4-chloro-3-(2,2-difluoroethyl)-1H-pyrrolo[2,3-b]pyridin-3-yl]phenyl}-3-oxopiperazin-1-yl)propyl]piperazin-1-yl}-2-(2,6-dioxopiperidin-3-yl)-6-fluoroisoindole-1,3-dione ClC1=C2C(=NC=C1)NCC2(CC(F)F)C=2C=C(C=CC2)N2C(CN(CC2)CCCN2CCN(CC2)C=2C=C1C(N(C(C1=CC2F)=O)C2C(NC(CC2)=O)=O)=O)=O